CC(CN)CC(CCCCN)C 2,4-dimethyl-1,8-diamino-octane